ONC(\C=C\C1=CC(=CC=C1)\C=C\C(=O)C1=C(C=CC=C1)CN1CCN(CC1)C)=O (E)-N-Hydroxy-3-[3-[(E)-3-[2-[(4-methyl-piperazin-1-yl)methyl]phenyl]-3-oxoprop-1-enyl]phenyl]prop-2-enamide